5-Fluoro-2-((2-(4-fluorophenethyl)-6-(trifluoromethyl)-4-((trifluoromethyl)sulfonyl)-2,3,4,5-tetrahydro-1H-benzo[e][1,4]diazepin-1-yl)methyl)pyridin-4-amine FC=1C(=CC(=NC1)CN1C(CN(CC2=C1C=CC=C2C(F)(F)F)S(=O)(=O)C(F)(F)F)CCC2=CC=C(C=C2)F)N